tert-butyldimethyl-(2-(2-(4,4,5,5-tetramethyl-1,3,2-dioxaborolan-2-yl)cyclopropyl)ethoxy)silane C(C)(C)(C)[Si](OCCC1C(C1)B1OC(C(O1)(C)C)(C)C)(C)C